BrC1=C(C(=C(N)C(=C1F)I)F)C 4-bromo-2,5-difluoro-6-iodo-3-methyl-aniline